1-(1-(4-(5-(1H-imidazol-1-yl)pyridin-3-yl)-1H-1,2,3-triazol-1-yl)ethyl)-4-((R)-3-((cyclopropylmethyl)amino)piperidin-1-yl)pyridin-2(1H)-one N1(C=NC=C1)C=1C=C(C=NC1)C=1N=NN(C1)C(C)N1C(C=C(C=C1)N1C[C@@H](CCC1)NCC1CC1)=O